N~2~-(6-methoxy-2-methyl-1,2,3,4-tetrahydroisoquinolin-7-yl)-N~7~-(3-methyloxetan-3-yl)quinazoline-2,7-diamine COC=1C=C2CCN(CC2=CC1NC1=NC2=CC(=CC=C2C=N1)NC1(COC1)C)C